FC=1C=C(C=CC1)N1CCC(CC1)C N-(3-fluorophenyl)-4-methylpiperidine